FC1=C(C(=CC=C1)F)[C@@H]1CC(=NO1)C=1N=C(SC1)C1CCN(CC1)C(CN1N=C(C=C1C)C(F)(F)F)=O 1-[4-[4-[(5S)-5-(2,6-difluorophenyl)-4,5-dihydro-1,2-oxazol-3-yl]-1,3-thiazol-2-yl]piperidin-1-yl]-2-[5-methyl-3-(trifluoromethyl)-1H-pyrazol-1-yl]ethanone